4-((7-methoxy-2-methyl-1H-imidazo[4,5-c][1,8]naphthyridin-1-yl)methyl)benzenesulfonamide COC=1C=CC=2C3=C(C=NC2N1)N=C(N3CC3=CC=C(C=C3)S(=O)(=O)N)C